N6-carbamoyl-methyladenine C(N)(=O)NC1=C2NC=NC2=NC(=N1)C